5-chloro-2-(3,5-dimethylphenyl)thiazolo[5,4-b]pyridine ClC1=CC=C2C(=N1)SC(=N2)C2=CC(=CC(=C2)C)C